CC(=CCC=1C(=C(C(=O)N2CCNCC2)C(=CC1O)CCCCC)O)CCC=C(C)C 4-(3-(3,7-dimethylocta-2,6-dien-1-yl)-2,4-dihydroxy-6-pentylbenzoyl)piperazin